CN(CCS(=O)(=O)N[C@@H]1CC[C@H](OC1)CN1CCC2(CN(C2)C2=NC=NC=C2OC2=C(C(=O)N(C(C)C)CC)C=C(C=C2)F)CC1)C 2-((4-(7-(((2S,5R)-5-((2-(Dimethylamino)ethyl)sulfonamido)tetrahydro-2H-pyran-2-yl)methyl)-2,7-diazaspiro[3.5]nonan-2-yl)pyrimidin-5-yl)oxy)-N-ethyl-5-fluoro-N-isopropylbenzamide